(2-((3-ethoxy-3-methylazetidin-1-yl)methyl)-6-fluorophenyl)methylamine C(C)OC1(CN(C1)CC1=C(C(=CC=C1)F)CN)C